BrC1=NC=CC(=C1)NCC1=CC=2C(=NC=C(C2)C2CC2)S1 2-bromo-N-((5-cyclopropylthieno[2,3-b]pyridin-2-yl)methyl)pyridin-4-amine